Vinylbenzyltriphenyl-Phosphonium Sulfate S(=O)(=O)([O-])[O-].C(=C)C1=C(C=CC=C1)[P+](C1=CC=CC=C1)(C1=CC=CC=C1)CC1=CC=CC=C1.C(=C)C1=C(C=CC=C1)[P+](CC1=CC=CC=C1)(C1=CC=CC=C1)C1=CC=CC=C1